ClCC(=O)C1=C(N[C@H](C)C2=CC(=CC=3C(C(=C(OC32)C3=CC=CC=C3)C)=O)C)C=CC=C1 8-[(1R)-1-[2-(2-chloroacetyl)anilino]ethyl]-3,6-dimethyl-2-phenyl-benzopyran-4-one